C1(CC1)N1C=C(C(C2=CC(=C(C=C12)N1CCN(CC1)CC1=CC=C(C2=CC=CC=C12)F)F)=O)C(=O)[O-] 1-cyclopropyl-6-fluoro-7-(4-((4-fluoronaphthalen-1-yl) methyl) piperazin-1-yl)-4-oxo-1,4-dihydroquinoline-3-carboxylate